(R)-2-(6-((3-Methoxypyrrolidin-1-yl)methyl)pyridazin-3-yl)-3-methyl-5-(trifluoromethyl)phenol CO[C@H]1CN(CC1)CC1=CC=C(N=N1)C1=C(C=C(C=C1C)C(F)(F)F)O